4-[4-[[4-[[1-(2,6-dioxo-3-piperidyl)-2-oxo-benzo[cd]indol-6-yl]methyl]phenyl]methyl]-3-oxo-piperazin-1-yl]-3-fluoro-benzonitrile O=C1NC(CCC1N1C(C2=C3C(C(=CC=C13)CC1=CC=C(C=C1)CN1C(CN(CC1)C1=C(C=C(C#N)C=C1)F)=O)=CC=C2)=O)=O